6-(Azetidin-1-yl)-N-(5-tert-butyl-2-methoxybenzene-1-sulfonyl)-4-fluoro-1-benzofuran-2-carboxamide N1(CCC1)C1=CC2=C(C=C(O2)C(=O)NS(=O)(=O)C2=C(C=CC(=C2)C(C)(C)C)OC)C(=C1)F